2,4-dichloro-5-(methylthio)pyridine ClC1=NC=C(C(=C1)Cl)SC